NC=1C2=C(N=CN1)N(C=C2C2=CC(=C(C=C2)NC(=O)NC2=CC(=C(C=C2)CN2CCN(CC2)C)C(F)(F)F)F)CCO 1-(4-(4-AMINO-7-(2-HYDROXYETHYL)-7H-PYRROLO[2,3-D]PYRIMIDIN-5-YL)-2-FLUOROPHENYL)-3-(4-((4-METHYLPIPERAZIN-1-YL)METHYL)-3-(TRIFLUOROMETHYL)PHENYL)UREA